N4,N4-bis(4-(tert-butyl)phenyl)benzene-1,4-diamine C(C)(C)(C)C1=CC=C(C=C1)N(C1=CC=C(C=C1)N)C1=CC=C(C=C1)C(C)(C)C